N-(4-(5-(difluoromethyl)-1,3,4-oxadiazol-2-yl)-2-fluorobenzyl)-N-(4-methoxyphenyl)methanesulfonamide FC(C1=NN=C(O1)C1=CC(=C(CN(S(=O)(=O)C)C2=CC=C(C=C2)OC)C=C1)F)F